tert-Butyl 3-(2-(di(methyl-13C)amino)-2-oxoethyl)-4-methoxy-1H-indole-1-carboxylate [13CH3]N(C(CC1=CN(C2=CC=CC(=C12)OC)C(=O)OC(C)(C)C)=O)[13CH3]